(S)-1-methylpyrrolidin-3-yl (R)-1-(2-((6-(5-(6-methylpyridin-2-yl)-1H-imidazol-4-yl)quinolin-3-yl)amino)ethyl)pyrrolidine-3-carboxylate CC1=CC=CC(=N1)C1=C(N=CN1)C=1C=C2C=C(C=NC2=CC1)NCCN1C[C@@H](CC1)C(=O)O[C@@H]1CN(CC1)C